BrC1=CC=C2C=CC(=C(C2=C1)NC(OCCCC)=O)C butyl N-(7-bromo-2-methylnaphthalen-1-yl)carbamate